C=CC(=C)C isopentaneDiene